CC1=NC(=CC(=C1)C=1N=C(SC1CO)NC1=CC=C(C=C1)S(=O)(=O)N)C 4-((4-(2,6-Dimethylpyridin-4-yl)-5-(hydroxymethyl)thiazol-2-yl)amino)benzenesulfonamide